C(#N)C1CC12CN(C2)C(=O)OC(C)(C)C Tert-butyl 1-cyano-5-azaspiro[2.3]hexane-5-carboxylate